(3S,8aR)-3-(5-(2-amino-5-chloropyridin-4-yl)-4-fluoro-1H-imidazol-2-yl)-7-(3-chloro-2-fluoro-6-(1H-tetrazol-1-yl)phenyl)-2,3,8,8a-tetrahydroindolizin NC1=NC=C(C(=C1)C1=C(N=C(N1)[C@@H]1CC[C@@H]2CC(=CCN12)C1=C(C(=CC=C1N1N=NN=C1)Cl)F)F)Cl